methyl (((2R,5S)-4-(6-chloro-1-methyl-2-oxo-1,2-dihydropyrido[3,2-d]pyrimidin-4-yl)-5-methyl-1-(1-(4-(trifluoromethyl)phenyl)ethyl) piperazin-2-yl)methyl)carbamate ClC=1C=CC=2N(C(N=C(C2N1)N1C[C@H](N(C[C@@H]1C)C(C)C1=CC=C(C=C1)C(F)(F)F)CNC(OC)=O)=O)C